α,p-dimethylstyrene CC1=CC=C(C=C1)C(=C)C